Ethyl 3-[[2-chloro-5-(3,5-dimethyl-2,6-dioxo-4-thioxo-1,3,5-triazinan-1-yl)-4-fluoro-benzoyl]-methyl-amino]butanoate ClC1=C(C(=O)N(C(CC(=O)OCC)C)C)C=C(C(=C1)F)N1C(N(C(N(C1=O)C)=S)C)=O